perfluoroethanedisulfonate FC(C(S(=O)(=O)[O-])(F)F)(S(=O)(=O)[O-])F